N-ethyl-5-fluoro-N-isopropyl-2-((4-((S)-3-(((cis-4-(methylsulfonamido)cyclohexyl)methyl)amino)pyrrolidin-1-yl)pyrimidin-5-yl)oxy)benzeneFormamide C(C)N(C(=O)C1=C(C=CC(=C1)F)OC=1C(=NC=NC1)N1C[C@H](CC1)NC[C@@H]1CC[C@@H](CC1)NS(=O)(=O)C)C(C)C